(5S,8S)-N-(2-chloro-4-fluorobenzyl)-5-fluoro-8-hydroxy-3,8-dimethyl-5,6,7,8-tetrahydro-quinoline-5-carboxamide ClC1=C(CNC(=O)[C@]2(C=3C=C(C=NC3[C@@](CC2)(C)O)C)F)C=CC(=C1)F